3-(2,5-dioxo-2,5-dihydro-pyrrol-1-yl)-propionic acid-2,5-dioxo-pyrrolidin-1-yl ester O=C1N(C(CC1)=O)OC(CCN1C(C=CC1=O)=O)=O